(1R,2S,3R,5R)-3-(4-amino-7H-pyrrolo[2,3-d]pyrimidin-7-yl)-5-(3-(thiazol-5-yl)phenyl)cyclopentane-1,2-diol NC=1C2=C(N=CN1)N(C=C2)[C@H]2[C@@H]([C@@H]([C@H](C2)C2=CC(=CC=C2)C2=CN=CS2)O)O